2-((6-methoxypyridin-3-yl)methyl)-6-(phenylsulfonimidoyl)phthalazin-1(2H)-one COC1=CC=C(C=N1)CN1C(C2=CC=C(C=C2C=N1)S(=O)(=N)C1=CC=CC=C1)=O